1,4-Dimethoxybenzene COC1=CC=C(C=C1)OC